methyl (R)-2-(2,2,7-trifluoro-3-oxo-6-(2,3,5,6-tetrafluorophenyl)-2,3-dihydro-4H-benzo[b][1,4]oxazin-4-yl)propanoate FC1(C(N(C2=C(O1)C=C(C(=C2)C2=C(C(=CC(=C2F)F)F)F)F)[C@@H](C(=O)OC)C)=O)F